(S)-N-(2,8-dimethyl-[1,2,4]triazolo[1,5-a]pyrazin-6-yl)-4-(3-methylpiperazin-1-yl)-2,3-dihydro-1H-pyrrolo[2,3-b]pyridine-1-carboxamide hydrochloride Cl.CC1=NN2C(C(=NC(=C2)NC(=O)N2CCC=3C2=NC=CC3N3C[C@@H](NCC3)C)C)=N1